3-(4,5-dihydro-1H-imidazol-2-yl)propanoic acid N1C(=NCC1)CCC(=O)O